BrC=1C=C(CN2[C@H](COCC2)C(=O)N[C@@H](C)C2=CC(=C(C(=O)OC)C=C2)O)C=CC1 methyl 4-((S)-1-((R)-4-(3-bromobenzyl) morpholine-3-amido) ethyl)-2-hydroxybenzoate